CN1N=CC2=C1N(CCC2N2C(N(C1=NC(=NC=C1C2)NC2=CC=C(C=C2)N2CCN(CC2)C)C)=O)C(=O)OC(C)(C)C tert-butyl 1-methyl-4-[1-methyl-7-[4-(4-methylpiperazin-1-yl) anilino]-2-oxo-4H-pyrimido[4,5-d]pyrimidin-3-yl]-5,6-dihydro-4H-pyrazolo[3,4-b]pyridine-7-carboxylate